FC(C=1C(=C(C=C(C1)C)O)I)F 3-(difluoromethyl)-2-iodo-5-methyl-phenol